C=CC(=O)NCCCC[C@@H](C(=O)O)NC(=O)OCC1=CC=CC=C1 α-N-Carbobenzyloxy-ε-N-acryloyl-L-lysine